C1(CCC1)C1=CC(=CC(=N1)C1=NOC(=N1)C1=NC=C(C=C1)F)C=1C=NC=C(C1)F 3-(6'-cyclobutyl-5-fluoro-[3,4'-bipyridin]-2'-yl)-5-(5-fluoropyridin-2-yl)-1,2,4-oxadiazole